CC(C(=O)O)C(=O)C=1SC=C(C1)C1=CNC2=C(C=CC=C12)F 2-methyl-3-(4-(7-fluoro-1H-indol-3-yl)thiophen-2-yl)-3-oxopropionic acid